C(C)OP(OCC)(=O)C.C(C=C)(=O)O acrylic acid diethyl-methylphosphonate